4-phenyl-N-(5-phenyl-1H-indol-3-yl)piperazine-1-carboxamide C1(=CC=CC=C1)N1CCN(CC1)C(=O)NC1=CNC2=CC=C(C=C12)C1=CC=CC=C1